C(C)C=1N=C2SC(=NN2C1N(C=1SC(=C(N1)C1=CC=C(C=C1)F)C#N)C)C1CCNCC1 2-{[6-ethyl-2-(piperidin-4-yl)imidazo[2,1-b][1,3,4]thiadiazol-5-yl](methyl)amino}-4-(4-fluorophenyl)-thiazole-5-carbonitrile